BrC1=CC=C(C=C1)S(=O)(=O)N1C(=CC=2C=NC=CC21)CNC(=O)[C@H]2N(C[C@@H](C2)OC(F)F)C(CNC(OC(C)(C)C)=O)=O tert-butyl (2-((2S,4R)-2-(((1-((4-bromophenyl)sulfonyl)-1H-pyrrolo[3,2-c]pyridin-2-yl)methyl)carbamoyl)-4-(difluoromethoxy)pyrrolidin-1-yl)-2-oxoethyl)carbamate